1-(4-chloro-3-(trifluoromethyl)phenyl)-3-(3,4-difluoro-5-(quinoxaline-6-carbonyl)phenyl)urea ClC1=C(C=C(C=C1)NC(=O)NC1=CC(=C(C(=C1)C(=O)C=1C=C2N=CC=NC2=CC1)F)F)C(F)(F)F